CC(CCCN)(N)C 1,1-dimethyl-1,4-butanediamine